NN1C(=NC(=C1C(=O)N)C1=CC=C(C=C1)C(NC1=NC=CC(=C1)Cl)=O)[C@H]1NCCCC1 (S)-1-amino-4-(4-((4-chloropyridin-2-yl)carbamoyl)phenyl)-2-(piperidin-2-yl)1H-imidazole-5-carboxamide